N-[2-(4-fluorophenyl)-2-[[5-[5-(trifluoromethyl)-1,2,4-oxadiazol-3-yl]pyrimidin-2-yl]amino]ethyl]methanesulfonamide FC1=CC=C(C=C1)C(CNS(=O)(=O)C)NC1=NC=C(C=N1)C1=NOC(=N1)C(F)(F)F